4-(3-((((1S,3S)-3-aminocyclohexyl)-methyl)amino)-1-(4-(1-(3-hydroxypropyl)-1H-pyrazol-4-yl)phenyl)-1H-pyrazol-5-yl)-2-fluorobenzonitrile N[C@@H]1C[C@H](CCC1)CNC1=NN(C(=C1)C1=CC(=C(C#N)C=C1)F)C1=CC=C(C=C1)C=1C=NN(C1)CCCO